(1-(piperidin-4-ylmethyl)piperidin-4-yl)methanol N1CCC(CC1)CN1CCC(CC1)CO